C1(CC1)C(=O)C1=CN(C2=CC(=CC=C12)S(=O)(=O)NC1(CC1)C)C=1SC(=NN1)C 3-(cyclopropanecarbonyl)-N-(1-methylcyclopropyl)-1-(5-methyl-1,3,4-thiadiazol-2-yl)indole-6-sulfonamide